(S)-1-((2'-(difluoromethyl)-4-methoxy-[2,4'-bipyridine]-5-yl)oxy)-2,4-dimethylpentan-2-amine FC(C1=NC=CC(=C1)C1=NC=C(C(=C1)OC)OC[C@](CC(C)C)(N)C)F